BrC=1SC(=C(N1)C=1C(=C(C=CC1)C(CC)S(=O)(=O)N)F)C1=NC(=NC=C1)Cl {3-[2-bromo-5-(2-chloropyrimidin-4-yl)-1,3-thiazol-4-yl]-2-fluorophenyl}propane-1-sulfonamide